hexadecyl 3,5-bis-tert-butyl-4-hydroxybenzoate C(C)(C)(C)C=1C=C(C(=O)OCCCCCCCCCCCCCCCC)C=C(C1O)C(C)(C)C